tert-butyl 6-(4-amino-3-(3-((6-(trifluoromethyl)pyridin-3-yl)carbamoyl)phenyl)-1H-pyrazolo[3,4-d]pyrimidin-1-yl)-2-azabicyclo[2.2.1]heptane-2-carboxylate NC1=C2C(=NC=N1)N(N=C2C2=CC(=CC=C2)C(NC=2C=NC(=CC2)C(F)(F)F)=O)C2CC1CN(C2C1)C(=O)OC(C)(C)C